tert-butyl (E)-2-((dimethylamino)methylene)-4-(methoxymethyl)-3-oxo-4-(trifluoromethyl)pyrrolidine-1-carboxylate CN(C)\C=C/1\N(CC(C1=O)(C(F)(F)F)COC)C(=O)OC(C)(C)C